NCC1N(CCC1)C1=NNC(=C1)C=1C(=C(C(=CC1)O)N1CC(NS1(=O)=O)=O)F 5-(3-(3-(2-(aminomethyl)pyrrolidin-1-yl)-1H-pyrazol-5-yl)-2-fluoro-6-hydroxyphenyl)-1,2,5-thiadiazolidin-3-one 1,1-dioxide